methyl-2-oxo-1,3-dioxan CC1OC(OCC1)=O